butyl 4-((1r,3r)-3-((4-bromopyridin-2-yl)oxy)cyclobutoxy)piperidine-1-carboxylate BrC1=CC(=NC=C1)OC1CC(C1)OC1CCN(CC1)C(=O)OCCCC